5,6-difluoro-2-(2-naphthyloctyl)-1H-benzimidazole FC1=CC2=C(NC(=N2)CCCCCCCCC2=CC3=CC=CC=C3C=C2)C=C1F